NC=1C=NC(=NC1)N[C@@H](CO)C (R)-2-((5-aminopyrimidin-2-yl)amino)propan-1-ol